FC(OC=1C=C(OC=2N=CC(=NC2)NC2=NC=CC=C2N)C=CC1)(F)F N2-[5-[3-(trifluoro-methoxy)phenoxy]pyrazin-2-yl]pyridine-2,3-diamine